FC1=C(C#N)C=C(C(=C1)C(=O)N1CC2(C1)CC(C2)N(C=2C1=C(N=CN2)NC=C1)C)F 2,5-Difluoro-4-{6-[methyl(7H-pyrrolo[2,3-d]pyrimidin-4-yl)-amino]-2-azaspiro[3.3]heptan-2-carbonyl}-benzonitril